2-Propyl-2-adamantyl acrylate C(C=C)(=O)OC1(C2CC3CC(CC1C3)C2)CCC